ClC1=C(C=C(C(=C1)Cl)OC(C(F)F)(F)F)NC(=O)N[C@@H](C)C=1N(N=CN1)C1=NC=CC=N1 1-[2,4-dichloro-5-(1,1,2,2-tetrafluoroethoxy)phenyl]-3-[(1S)-1-(2-pyrimidin-2-yl-1,2,4-triazol-3-yl)ethyl]urea